3-[2-(4-tert-butyl-2-pyridyl)-1H-indol-5-yl]-2,2-dimethyl-propanoic acid C(C)(C)(C)C1=CC(=NC=C1)C=1NC2=CC=C(C=C2C1)CC(C(=O)O)(C)C